3-fluoro-5-formyl-4-hydroxybenzyl (3-(pyrrolidin-1-yl)phenyl)carbamate N1(CCCC1)C=1C=C(C=CC1)NC(OCC1=CC(=C(C(=C1)C=O)O)F)=O